(S)-1-(4-fluorophenyl)-N7-methyl-N2-((S)-quinuclidin-3-yl)-3,4-dihydroisoquinoline-2,7(1H)-dicarboxamide FC1=CC=C(C=C1)[C@@H]1N(CCC2=CC=C(C=C12)C(=O)NC)C(=O)N[C@@H]1CN2CCC1CC2